(3,5-dimethylphenyl)isopropylphosphine bromide [Br-].CC=1C=C(C=C(C1)C)PC(C)C